FC=1C=C2C(=CNC2=CC1F)NC(C(=O)NCCCN(C1=CC=CC=C1)C)=O N-(5,6-difluoro-1H-indol-3-yl)-N'-{3-[methyl(phenyl)amino]propyl}ethanediamide